C(C)(C)(C)OC(N(CC=1C(=NN(C1)C)NCC1=C(C=CC=C1C(F)(F)F)F)C1CCN(CC1)C1=C(C=CC=C1C)F)=O [1-(2-Fluoro-6-methyl-phenyl)-piperidin-4-yl]-[3-(2-fluoro-6-trifluoromethyl-benzylamino)-1-methyl-1H-pyrazol-4-ylmethyl]-carbamic acid tert-butyl ester